pyridinyl-formamide N1=C(C=CC=C1)NC=O